ClC=1C=CC(=C(C1)S(=O)(=O)NC1=CC=2CN3[C@H](COC2N=C1)CN(CC3=O)C)OC 5-chloro-2-methoxy-N-[(10aS)-9-methyl-7-oxo-7,8,9,10,10a,11-hexahydro-5H-pyrazino[2,1-c]pyrido[3,2-f][1,4]oxazepin-3-yl]benzenesulfonamide